N-(2-phenyl-1-(phenylthio)propane-2-yl)aniline C1(=CC=CC=C1)C(CSC1=CC=CC=C1)(C)NC1=CC=CC=C1